Cl.C1(=CC=CC=C1)C1C(C1)N 2-phenylcyclopropan-1-amine hydrochloride